C(C1=CC=CC=C1)N1C(COC(CC1)COCC1=CC=CC=C1)=O 4-benzyl-7-((benzyloxy)methyl)-1,4-oxazepan-3-one